2-[1-[(3-Chloro-5-fluoro-phenyl)methyl]pyrazol-4-yl]-5-propyl-3H-imidazo[2,1-b]purin-4-on ClC=1C=C(C=C(C1)F)CN1N=CC(=C1)C1=NC=2N3C(N(C(C2N1)=O)CCC)=NC=C3